(1R,3S)-3-[5-(2-{3-hydroxy-5-methoxy-2-[(1E)-(propylimino)methyl]phenoxy}acetamido)-2H-pyrazol-3-yl]cyclopentyl N-tert-butylcarbamate C(C)(C)(C)NC(O[C@H]1C[C@H](CC1)C=1NN=C(C1)NC(COC1=C(C(=CC(=C1)OC)O)/C=N/CCC)=O)=O